C1(=CCCC=CCCC=CCC1)C(O)C1CC1 Cyclododeca-1,5,9-trien-1-yl-(cyclopropyl)methanol